NC=1C(C2=NC=3C(C(=C(C(C3N=C2C(C1N)=O)=O)N)N)=O)=O 2,3,7,8-tetraaminophenazine-1,4,6,9-tetraone